3-methyl-5-oxo-1-phenyl-4,5-dihydro-1H-pyrazole-4-carboxylate CC1=NN(C(C1C(=O)[O-])=O)C1=CC=CC=C1